OCCC1=C(C=C(S1)C(=O)OC)B1OC(C(O1)(C)C)(C)C methyl 5-(2-hydroxyethyl)-4-(4,4,5,5-tetramethyl-1,3,2-dioxaborolan-2-yl)thiophene-2-carboxylate